C(C=1C(C(=O)O)=CC=CC1)(=O)OCCOC(C=C)=O acryloyloxyethyl Hydrogen phthalate